(E)-3-phenyl-but-2-enal C1(=CC=CC=C1)/C(=C/C=O)/C